tert-butyl-(R)-(4-((1,1'-biphenyl)-4-yl)-5,5-difluoro-1-phenylpent-4-en-2-yl) carbamate C(N)(OC([C@@H](C1=CC=CC=C1)C(C)(C)C)CC(=C(F)F)C1=CC=C(C=C1)C1=CC=CC=C1)=O